(RS)-N-[2-cyano-3-(3-methyl-4-oxo-quinazolin-6-yl)oxy-phenyl]Butane-2-Sulfonamide C(#N)C1=C(C=CC=C1OC=1C=C2C(N(C=NC2=CC1)C)=O)NS(=O)(=O)[C@H](C)CC |r|